7-(4-phenoxyphenyl)-7H-pyrrolo[2,3-d]pyrimidine-2-carbaldehyde O(C1=CC=CC=C1)C1=CC=C(C=C1)N1C=CC2=C1N=C(N=C2)C=O